N1C=2C(=NO1)N=CC2 pyrrolo[2,3-c]-1,2,5-oxadiazole